The molecule is a hydrate that is the hexahydrate form of magnesium dichloride. It is a hydrate, a magnesium halide and an inorganic chloride. It contains a magnesium dichloride. O.O.O.O.O.O.[Mg+2].[Cl-].[Cl-]